2-(2,2'-dimethyl-3'-(3-(tetrahydro-1H-furo[3,4-c]pyrrol-5(3H)-yl)propoxy)-[1,1'-biphenyl]-3-yl)-6,7-dihydrothiazolo[5,4-c]pyridine-5(4H)-carboxylic acid tert-butyl ester C(C)(C)(C)OC(=O)N1CC2=C(CC1)N=C(S2)C=2C(=C(C=CC2)C2=C(C(=CC=C2)OCCCN2CC1C(C2)COC1)C)C